benzyl (((1S,6R,7S)-3-(3-(1,7-naphthyridin-5-yl)-1-(tetrahydro-2H-pyran-2-yl)-1H-pyrazolo[3,4-b]pyrazin-6-yl)-7-(5-methylisoxazol-3-yl)-3-azabicyclo[4.1.0]heptan-7-yl)methyl)carbamate N1=CC=CC2=C(C=NC=C12)C1=NN(C2=NC(=CN=C21)N2C[C@@H]1[C@]([C@@H]1CC2)(C2=NOC(=C2)C)CNC(OCC2=CC=CC=C2)=O)C2OCCCC2